6-cyclopentyl-5-iodo-2-(1-propyl-1H-pyrazol-5-yl)-4(3H)-pyrimidinone C1(CCCC1)C1=C(C(NC(=N1)C1=CC=NN1CCC)=O)I